C(C)OC([C@@H](NC(C1=CC=C(C=C1)CO)=O)CC1=CC=CC=C1)=O (4-(hydroxymethyl)benzoyl)phenylalanine ethyl ester